N-(4-(8-fluoro-3,4-dihydrobenzo[b][1,4]oxazepine-5(2H)-yl)-2,6-dimethylphenyl)-3,3-dimethylbutanamide FC=1C=CC2=C(OCCCN2C2=CC(=C(C(=C2)C)NC(CC(C)(C)C)=O)C)C1